ClC1=CC=C(C=C1)NC(=O)N1[C@H](C[C@H](C1)O)C(=O)NC1=C(C=CC=C1)F (2r,4r)-N1-(4-chlorophenyl)-N2-(2-fluorophenyl)-4-hydroxypyrrolidine-1,2-dicarboxamide